tert-butyl 2-(4-cyclopropyl-6-methoxypyrimidin-5-yl)-4-((4-(1-isopropyl-4-(trifluoromethyl)-1H-imidazol-2-yl)benzyl)oxy)-5-oxo-7,8-dihydropyrido[4,3-d]pyrimidine-6(5H)-carboxylate C1(CC1)C1=NC=NC(=C1C=1N=C(C2=C(N1)CCN(C2=O)C(=O)OC(C)(C)C)OCC2=CC=C(C=C2)C=2N(C=C(N2)C(F)(F)F)C(C)C)OC